O[C@H]1CC(N([C@H]1C)CC=1C=NC(=CC1)OC1=CC=C(C=C1)C)=O (4S,5S)-4-hydroxy-5-methyl-1-{[6-(4-methylphenoxy)pyridin-3-yl]methyl}pyrrolidin-2-one